C1(CCC=CC1)(N)N 4-cyclohexenediamine